2-METHOXYPYRIMIDINE-4-CARBALDEHYDE COC1=NC=CC(=N1)C=O